dimethyltetrasiloxane platinum salt [Pt].C[SiH](O[SiH](O[SiH3])C)O[SiH3]